8-[5-fluoro-3-(trifluoromethyl)-2-pyridinyl]-1,4-dioxa-8-azaspiro[4.5]decane FC=1C=C(C(=NC1)N1CCC2(OCCO2)CC1)C(F)(F)F